(7-{[2-(4-Chlorophenyl)imidazo[1,2-a]pyrimidin-3-yl]methyl}-3-oxa-7,9-diazabicyclo[3.3.1]non-9-yl)[6-(methylsulfanyl)pyridin-2-yl]methanone ClC1=CC=C(C=C1)C=1N=C2N(C=CC=N2)C1CN1CC2COCC(C1)N2C(=O)C2=NC(=CC=C2)SC